ClC1=C(C=C2CCCOC2=C1)N 7-chlorochroman-6-amine